COC1=CC=C(N=N1)C1CN(CC(C1=O)C)C(=O)OC(C)(C)C tert-butyl 3-(6-methoxypyridazin-3-yl)-5-methyl-4-oxopiperidine-1-carboxylate